2-(2-methoxyethoxy)-1,3-dioxolane COCCOC1OCCO1